tert-butyl 4-(2-(4-(2-(2,6-dioxopiperidin-3-yl)-1-oxoisoindolin-5-yl)piperidin-1-yl)ethyl)piperidine-1-carboxylate O=C1NC(CCC1N1C(C2=CC=C(C=C2C1)C1CCN(CC1)CCC1CCN(CC1)C(=O)OC(C)(C)C)=O)=O